FC=1C=CC(=C(C1)C1=NC(=C(C(=O)OCC)C=C1)C)OCC=1N=NN(C1)CC1CC2(C(NC3=CC=CC=C23)=O)CO1 Ethyl 6-(5-fluoro-2-((1-((2'-oxo-4,5-dihydro-2H-spiro[furan-3,3'-indoline]-5-yl)methyl)-1H-1,2,3-triazol-4-yl)methoxy)phenyl)-2-methylnicotinate